FC1=C(C(=CC=C1)F)C1=CC(=CC=C1)[C@H](CC(=O)[O-])NC(=O)NC=1C(N(C=C(C1[O-])C)C)=O.[Na+].[Na+] Natrium (S)-3-(2',6'-Difluorobiphenyl-3-yl)-3-(3-(1,5-dimethyl-4-oxido-2-oxo-1,2-dihydropyridin-3-yl)ureido)propanoat